3-monofluorotetrahydrofuran FC1COCC1